4-chloro-2-phenyl-6-(3-(pyridine-2-yl)phenyl)pyrimidine ClC1=NC(=NC(=C1)C1=CC(=CC=C1)C1=NC=CC=C1)C1=CC=CC=C1